1-{2-[(azetidine-1-carbonyl)amino]acetyl}-N-{[5-(3,3-difluorocyclobutyl)-6-fluoropyridin-2-yl](phenyl)methyl}-4-fluoropyrrolidine-2-carboxamide N1(CCC1)C(=O)NCC(=O)N1C(CC(C1)F)C(=O)NC(C1=CC=CC=C1)C1=NC(=C(C=C1)C1CC(C1)(F)F)F